(4,4-difluorocyclohexyl)methanol sodium [Na].FC1(CCC(CC1)CO)F